isopropyl (5-(4-(methylsulfonyl) phenyl) thiazolo[5,4-b]pyridin-2-yl) carbonate C(OC(C)C)(OC=1SC2=NC(=CC=C2N1)C1=CC=C(C=C1)S(=O)(=O)C)=O